ethoxyl-diphenyl-phosphorus O(CC)P(C1=CC=CC=C1)C1=CC=CC=C1